C(C)N(CCC[C@H](C(=O)O)C(F)(F)F)CC (R)-5-(diethylamino)-2-(trifluoromethyl)pentanoic acid